Ethyl 2-[6-(1,1-difluoropropyl)pyridin-3-yl]-5-[({1-[2-fluoro-4-(trifluoromethoxy) phenyl]cyclopropyl} carbonyl)amino]-3-methylbenzoate FC(CC)(F)C1=CC=C(C=N1)C1=C(C(=O)OCC)C=C(C=C1C)NC(=O)C1(CC1)C1=C(C=C(C=C1)OC(F)(F)F)F